CC1(C(N(CCC1)C)(C)C)C pentamethylpiperidin